FC1(CC2(C1)CN(C(C2)C(=O)O)C(=O)O)F 2,2-difluoro-6-azaspiro[3.4]octane-6,7-dicarboxylic acid